2-(6-{[(5S,7S)-5-methyl-4-azaspiro[2.5]octan-7-yl]oxy}pyridazin-3-yl)-5-[1-(2H3)methyl-1H-pyrazol-4-yl]pyridin-3-ol dihydrochloride Cl.Cl.C[C@@H]1NC2(CC2)C[C@H](C1)OC1=CC=C(N=N1)C1=NC=C(C=C1O)C=1C=NN(C1)C([2H])([2H])[2H]